(2S,E)-4-(4'-(3-amino-2-hydroxypropoxy)-[1,1'-biphenyl]-4-yl)-2-(2-((S)-1-hydroxyethyl)-1H-imidazol-1-yl)but-3-en-1-ol NCC(COC1=CC=C(C=C1)C1=CC=C(C=C1)/C=C/[C@@H](CO)N1C(=NC=C1)[C@H](C)O)O